2,2'-bis(2-hydroxyethoxy)-6,6'-bis(9-phenanthryl)-1,1'-binaphthyl OCCOC1=C(C2=CC=C(C=C2C=C1)C=1C2=CC=CC=C2C=2C=CC=CC2C1)C1=C(C=CC2=CC(=CC=C12)C=1C2=CC=CC=C2C=2C=CC=CC2C1)OCCO